2,5-dioxopyrrolidin-1-yl 6-(2-(bis(2-(bis(2-(((2S,3S,4S,5S,6R)-3,4,5-trihydroxy-6-(hydroxymethyl)tetrahydro-2H-pyran-2-yl)oxy)ethyl)amino)-2-oxoethyl) amino)acetamido)hexanoate O[C@@H]1[C@H](O[C@@H]([C@H]([C@@H]1O)O)CO)OCCN(C(CN(CC(=O)NCCCCCC(=O)ON1C(CCC1=O)=O)CC(N(CCO[C@H]1O[C@@H]([C@H]([C@@H]([C@@H]1O)O)O)CO)CCOC1OC(C(C(C1O)O)O)CO)=O)=O)CCO[C@H]1O[C@@H]([C@H]([C@@H]([C@@H]1O)O)O)CO